2-(4-nitrophenyl)-2-(4,4-bis(4-methoxyphenyl)-1,3-butadienyl)-1,3-dithiane [N+](=O)([O-])C1=CC=C(C=C1)C1(SCCCS1)C=CC=C(C1=CC=C(C=C1)OC)C1=CC=C(C=C1)OC